Tert-butyl N-[(1r,4r)-4-{[3-(8-{2-[ethyl(isopropyl)carbamoyl]-4-fluorophenyl}imidazo[1,5-a]pyridin-6-yl)pyrrolidin-1-yl]methyl}cyclohexyl]carbamate C(C)N(C(=O)C1=C(C=CC(=C1)F)C=1C=2N(C=C(C1)C1CN(CC1)CC1CCC(CC1)NC(OC(C)(C)C)=O)C=NC2)C(C)C